C(#N)C=1C=C(C(=O)OC)C=C(C1)SC(=S)OCC methyl 3-cyano-5-ethoxycarbothioylsulfanyl-benzoate